FC1=CC=C(C=C1)C=1C(C(=NN(C1C)C)C(=O)O)=O 5-(4-fluorophenyl)-1,6-dimethyl-4-oxo-1,4-dihydropyridazine-3-carboxylic acid